[K].C1CCC2=C(C=3CCCC3C=C12)NC(=O)NS(=O)(=O)CC1=NC=CC=C1 N-((1,2,3,5,6,7-Hexahydro-s-indacen-4-yl)carbamoyl)-1-(pyridin-2-yl)methanesulfonamide, potassium salt